(2R)-1-(4-methyl-4H-1,2,4-triazol-3-yl)propan-2-yl-aniline CN1C(=NN=C1)C[C@@H](C)NC1=CC=CC=C1